N,N-dihexyl-octanoamide C(CCCCC)N(C(CCCCCCC)=O)CCCCCC